N1C=CC=2C1=NC=C(C2)C2=CC1=C(N=C(S1)NC(=O)[C@H]1[C@H](C1)F)C=C2 (1s,2s)-N-(6-(1H-pyrrolo[2,3-b]pyridin-5-yl)benzo[d]thiazol-2-yl)-2-fluorocyclopropane-1-carboxamide